N-(2-methoxyphenyl)-7-methyl-4-(2-(methylsulfonyl)phenoxy)-7H-pyrrolo[2,3-d]pyrimidin-2-amine COC1=C(C=CC=C1)NC=1N=C(C2=C(N1)N(C=C2)C)OC2=C(C=CC=C2)S(=O)(=O)C